4-((2-(bis(3-methoxybenzyl)amino)thiazol-4-yl)methyl)piperazin-2-one COC=1C=C(CN(C=2SC=C(N2)CN2CC(NCC2)=O)CC2=CC(=CC=C2)OC)C=CC1